Cl.NC1CC(C1)C1=NN=C(S1)C=1C(=CC(=NC1)C1=CC=C2N1N=CC(=C2)C#N)NC(C)C 7-(5-(5-((1r,3r)-3-aminocyclobutyl)-1,3,4-thiadiazol-2-yl)-4-(isopropylamino)pyridin-2-yl)pyrrolo[1,2-b]Pyridazine-3-carbonitrile hydrochloride